CC=1N=C(SC1C1=NC=NC=C1)NC 4-(4-Methyl-2-Methylamino-Thiazol-5-Yl)-Pyrimidin